O1C(=CC2=C1C=CC=C2)C2=C(C=C(C=C2)S(=O)(=O)NCC2C1(C(NC(N1)=O)=O)CCC2)OC 4-(Benzofuran-2-yl)-N-((2,4-dioxo-1,3-diazaspiro[4.4]nonane-6-yl)methyl)-3-methoxybenzenesulfonamide